ClC1=C(C=C(S1)S(=O)(=O)NC=1SC=C(N1)C)C1=C(C=CC(=C1)F)F 2-[5-chloro-4-(2,5-difluorophenyl)thiophene-2-sulfonamido]-4-methyl-1,3-thiazole